1-(4-(10-(naphthalen-2-yl)anthracen-9-yl)phenyl)-2-phenyl-1H-benzo[d]imidazole C1=C(C=CC2=CC=CC=C12)C1=C2C=CC=CC2=C(C2=CC=CC=C12)C1=CC=C(C=C1)N1C(=NC2=C1C=CC=C2)C2=CC=CC=C2